OCCC(=O)C1=CC=CC=C1 hydroxyethylphenyl ketone